C(C)(C)(C)OC(=O)N1C[C@H](N(C(C2=C1C1=C(S2)C=CC(=N1)NC(C1=CC=CC=C1)C1=CC=CC=C1)=O)C(=O)OC(C)(C)C)C (R)-9-((benzhydryl)amino)-3-methyl-5-oxo-2,3-dihydro-1H-pyrido[2',3':4,5]thieno[3,2-e][1,4]diazepine-1,4(5H)-dicarboxylic acid di-tert-butyl ester